Cl.NC1CCC(CC1)CN1C(\C(\C2=CC(=C(C=C12)C(=O)NO)F)=C/C=1NC(=CC1C)C)=O (Z)-1-(((1r,4r)-4-aminocyclohexyl)methyl)-3-((3,5-dimethyl-1H-pyrrol-2-yl)methylene)-5-fluoro-N-hydroxy-2-oxoindoline-6-carboxamide hydrochloride